diPhosphate [O-]P([O-])(=O)OP(=O)([O-])[O-]